CC1=C(C(=O)P(C2=CC=CC=C2)(C(C2=C(C=C(C=C2C)C)C)=O)=O)C(=CC(=C1)C)C Bis(2,4,6-trimethylbenzoyl)phenylphosphin oxide